1-Hydroxybenzotriazole HCl Cl.ON1N=NC2=C1C=CC=C2